tert-Butyl (4-(2-hydroxyethoxy)butyl)carbamate OCCOCCCCNC(OC(C)(C)C)=O